BrC1=CC(=NC=C1)[C@@](CO)(C)NC(OCCCC)=O |r| butyl rac-(2-(4-bromopyridin-2-yl)-1-hydroxypropan-2-yl)carbamate